5-(((cyclopropylmethoxy)carbonyl)amino)benzoic acid C1(CC1)COC(=O)NC=1C=CC=C(C(=O)O)C1